decanoic acid vanillyl ester C(C1=CC(OC)=C(O)C=C1)OC(CCCCCCCCC)=O